C(C)(C)(C)OC(N[C@H]1CSC2=C(NC1=O)C=C(C=C2)C(NNC(C(C)(C)C)=O)=O)=O N-[(3R)-7-[(2,2-dimethylpropionylamino)carbamoyl]-4-oxo-3,5-dihydro-2H-1,5-benzothiazepine-3-Yl]carbamic acid tert-butyl ester